6-chloro-6'-methoxy-1,1'-bis((2-(trimethylsilyl)ethoxy)methyl)-1H,1'H-3,5'-bipyrrolo[2,3-b]pyridine ClC1=CC=C2C(=N1)N(C=C2C=2C=C1C(=NC2OC)N(C=C1)COCC[Si](C)(C)C)COCC[Si](C)(C)C